6-chloro-5'-(5-chloro-2-methylphenyl)-2'-(2-isopropoxy-4-methoxypyrimidin-5-yl)-3'-isopropyl-3'H-spiro[indoline-3,4'-pyrrolo[3,4-d]imidazole]-2,6'(5'H)-dione ClC1=CC=C2C(=C1)NC(C21N(C(C=2N=C(N(C21)C(C)C)C=2C(=NC(=NC2)OC(C)C)OC)=O)C2=C(C=CC(=C2)Cl)C)=O